NC1=CC(=C(C=N1)N1C[C@@H](N(CC1)C(=O)O)[C@H](C)O)OC (2R)-4-(6-amino-4-methoxypyridin-3-yl)-2-[(1S)-1-hydroxyethyl]Piperazine-1-carboxylic acid